C(C1=CC=CC=C1)OC(=O)C1=CC=CC=2N(C(NC21)=O)C2CCC(CC2)C(NC2=CC(=C(C=C2)C)OC)=O 1-[4-[(3-methoxy-4-methyl-phenyl)carbamoyl]cyclohexyl]-2-oxo-3H-benzoimidazole-4-carboxylic acid benzyl ester